(2R,3R,4R,5R)-5-(2-acetamido-1-benzoyl-6-oxo-1,6-dihydro-9H-purin-9-yl)-4-((tert-butyldimethylsilyl)oxy)-2-(((tert-butyldimethylsilyl)oxy)methyl)tetrahydrofuran-3-yl carbamate C(N)(O[C@@H]1[C@H](O[C@H]([C@@H]1O[Si](C)(C)C(C)(C)C)N1C=2N=C(N(C(C2N=C1)=O)C(C1=CC=CC=C1)=O)NC(C)=O)CO[Si](C)(C)C(C)(C)C)=O